NC1=NC(NC(N1)=O)=O 6-amino-1,3,5-triazine-2,4-dione